FC1=CC=C(C=C1)C1=CC(=NO1)C1=NC2=C(N1CCOC1=C(C=CC=C1)C)C=CC=C2 5-(4-fluorophenyl)-3-(1-(2-(o-tolyloxy)ethyl)-1H-benzo[d]imidazol-2-yl)isoxazole